C1(CCCCC1)N(C)CC1=NN=NN1C=1C=C(C(=O)O)C=CC1 3-(5-((cyclohexyl-(methyl)amino)methyl)-1H-tetrazol-1-yl)benzoic acid